C(C)(C)(C)OC(=O)N1C2CN(CC1CC2)C2=NC(=NC1=CC(=C(C=C21)C(F)(F)F)Cl)OC[C@]21CCCN1C[C@@H](C2)F tert-butyl-3-(7-chloro-2-(((2R,7aS)-2-fluorotetrahydro-1H-pyrrolizin-7a(5H)-yl)methoxy)-6-(trifluoromethyl)quinazolin-4-yl)-3,8-diazabicyclo[3.2.1]octane-8-carboxylate